N-(2-(1-((5-(2,4-dioxotetrahydropyrimidin-1(2H)-yl)pyridin-3-yl)methyl)piperidin-4-yl)-6-methoxy-2H-indazol-5-yl)-3-(trifluoromethyl)benzamide O=C1N(CCC(N1)=O)C=1C=C(C=NC1)CN1CCC(CC1)N1N=C2C=C(C(=CC2=C1)NC(C1=CC(=CC=C1)C(F)(F)F)=O)OC